NC(C(=O)O)CC1=CC=C(C=C1)C 2-amino-3-(p-tolyl)propionic acid